N-(4-bromophenyl)-3-(N-(4-methoxyphenyl)sulfamoyl)benzamide BrC1=CC=C(C=C1)NC(C1=CC(=CC=C1)S(NC1=CC=C(C=C1)OC)(=O)=O)=O